(Z)-(3-(m-tolyl)thiazol-2(3H)-ylidene)carbamic acid ethyl ester C(C)OC(\N=C\1/SC=CN1C=1C=C(C=CC1)C)=O